CC=1C=C(N=NC1C)NC1=NN2C(C=C(C=C2)C=2C(=NOC2C)O[C@H]2C[C@H](N(C2)C(=O)OC(C)(C)C)COC)=C1 tertbutyl (2S,4S)-4-((4-(2-((5,6-dimethylpyridazin-3-yl)amino)pyrazolo[1,5-a]pyridin-5-yl)-5-methylisoxazol-3-yl)oxy)-2-(methoxymethyl)pyrrolidine-1-carboxylate